3-[1-(cyclopentylmethyl)-5-oxo-pyrrolidin-2-yl]-3-oxo-2-(1λ4-thiolan-1-ylidene)propanenitrile C1(CCCC1)CN1C(CCC1=O)C(C(C#N)=S1CCCC1)=O